4-methylpentan-2-yl α-propanoyloxyisobutyrate C(CC)(=O)OC(C(=O)OC(C)CC(C)C)(C)C